tert-butyl 4-[3-[[1-[2-(2,6-dioxo-3-piperidyl)-1,3-dioxo-isoindolin-5-yl]-4-piperidyl]oxy]cyclobutoxy]piperidine-1-carboxylate O=C1NC(CCC1N1C(C2=CC=C(C=C2C1=O)N1CCC(CC1)OC1CC(C1)OC1CCN(CC1)C(=O)OC(C)(C)C)=O)=O